C1(CC1)CN1C2CN(C(C1)C2)C2=C(C=C(C=N2)NC2=NC=C(C(=N2)NC=2C=CC1=C(NC(O1)=O)C2)C)F 5-{2-[6-(5-Cyclopropylmethyl-2,5-diaza-bicyclo[2.2.1]hept-2-yl)-5-fluoro-pyridin-3-ylamino]-5-methyl-pyrimidin-4-ylamino}-3H-benzooxazol-2-one